C(#N)CC1(CN(C1)C(=O)OC(C)(C)C)N1C=C(C=C1)C=1C2=C(N=CN1)N(C=C2)COCC[Si](C)(C)C tert-butyl 3-(cyanomethyl)-3-[3-(7-{[2-(trimethylsilyl)ethoxy]methyl}-7H-pyrrolo[2,3-d]pyrimidin-4-yl)-1H-pyrrol-1-yl]azetidine-1-carboxylate